C(#N)C1=NC2=CC(=CC(=C2N=C1N1CCN(CC1)C=1C=NN(C1)C)[C@@H](C)NC1=C(C(=O)O)C=CC=C1)C (R)-2-((1-(2-cyano-7-methyl-3-(4-(1-methyl-1H-pyrazol-4-yl)piperazin-1-yl)quinoxalin-5-yl)ethyl)amino)-benzoic acid